N1C=C(C=2C1=NC=CC2)C=2SC=C(N2)C=2C=C(C=CC2)[C@@]2(COC=1C2=NC=CC1)O (R)-3-(3-(2-(1H-pyrrolo[2,3-b]pyridin-3-yl)thiazol-4-yl)phenyl)-2,3-dihydrofuro[3,2-b]pyridin-3-ol